1-ethylquinoxaline-2(1H)-one C(C)N1C(C=NC2=CC=CC=C12)=O